2-[2-hydroxy-3-(2-undecyl-1H-imidazol-1-yl)propyl]-1H-isoindole-1,3(2H)-dione OC(CN1C(C2=CC=CC=C2C1=O)=O)CN1C(=NC=C1)CCCCCCCCCCC